3,5-dicarboxybenzylphosphoric acid C(=O)(O)C=1C=C(COP(O)(O)=O)C=C(C1)C(=O)O